[K].CN1C(CCCC1)CNS(=O)(=O)NC(NC1=C2CCCC2=CC=2CCCC12)=O 3-(N-((1-Methylpiperidin-2-yl)methyl)sulfamoyl)-1-(1,2,3,5,6,7-hexahydro-s-indacen-4-yl)urea, potassium salt